(±)-ethyl 4-(3-aminotetrahydrofuran-3-yl)benzoate N[C@@]1(COCC1)C1=CC=C(C(=O)OCC)C=C1 |r|